12-Aminododecanoic acid methyl ester COC(CCCCCCCCCCCN)=O